6-(((4H-1,2,4-triazol-3-yl)methyl)(methyl)amino)-3,5-dicyano-4-ethylpyrazine N=1N=C(NC1)CN(C1=C(N(C(C=N1)C#N)CC)C#N)C